1,3-bis(1,10-phenanthroline-9-yl)benzene N1=CC=CC2=CC=C3C=CC(=NC3=C12)C1=CC(=CC=C1)C=1C=CC2=CC=C3C=CC=NC3=C2N1